N1CC(C1)=C(CN1C(C2=CC=CC=C2C1=O)=O)F (d)-2-(2-(azetidin-3-ylidene)-2-fluoroethyl)isoindoline-1,3-dione